C(CCCCCCCCCCC)(=O)N(C)CC(=O)O.[K] Potassium N-lauroyl-sarcosine